5-(3-chlorobenzyl)pyrimidin-2-amine ClC=1C=C(CC=2C=NC(=NC2)N)C=CC1